ClC1=CC=C(C=C1)C1=NC2=C(N1CCC1=CC=CC=C1)C=C(C=C2)C (4-chlorophenyl)-6-methyl-1-phenethyl-1H-benzo[d]Imidazole